FC(C(=O)O)(F)F.C(C1=CC=CC=C1)(=O)N benzamide, trifluoroacetate salt